7,8-dihydroxy-6-methylocta-3,5-dien-2-one OC(C(=CC=CC(C)=O)C)CO